C1OCCN2C1CN(CC2)CC=2C=CC=NC2 5-((hexahydropyrazino[2,1-c][1,4]oxazin-8(1H)-yl)methyl)pyridin